[Cl-].[OH-].[Zr+2] zirconium hydroxide chloride